FC(C1=CC2=CC=C(C=C2C=C1)B(O)O)F 2-(DIFLUOROMETHYL)NAPHTHALENE-6-BORONIC ACID